CC=1C=C(C=C(C1)C)C=1N=CC(=C2C1SC(=C2)I)C(F)(F)F 7-(3,5-dimethylphenyl)-2-iodo-4-(trifluoromethyl)thieno[2,3-c]pyridine